O=C1CCC(CC1)C#N 4-oxo-cyclohexanecarbonitrile